N-(2'-(Dimethylamino)-6-methoxy-[2,4'-bipyridin]-5-yl)-5-methyl-3-phenylisoxazole-4-carboxamide CN(C1=NC=CC(=C1)C1=NC(=C(C=C1)NC(=O)C=1C(=NOC1C)C1=CC=CC=C1)OC)C